FC=1C=C(C=CC1F)[C@@]1(CN2[C@H](CO1)CN(CC2)C(=O)C2=C(C(=CC=C2)C=2C(=NNC2)F)Cl)O [(3R,9aS)-3-(3,4-difluorophenyl)-3-hydroxy-1,4,6,7,9,9a-hexahydropyrazino[2,1-c][1,4]oxazin-8-yl]-[2-chloro-3-(3-fluoro-1H-pyrazol-4-yl)phenyl]methanone